Racemic-2-(4-(6-((4-cyano-2-fluorobenzyl)oxy)pyridin-2-yl)-2,5-difluorobenzyl)-4-fluoro-1-((4S)-4-methoxytetrahydrofuran-3-yl)-1H-benzo[d]imidazole-6-carboxylic acid C(#N)C1=CC(=C(COC2=CC=CC(=N2)C2=CC(=C(CC3=NC4=C(N3[C@@H]3COC[C@H]3OC)C=C(C=C4F)C(=O)O)C=C2F)F)C=C1)F |&1:24|